ClC1=C(C#N)C(=CC=N1)NC1=CC=2C3=C(C(N(C2C=C1)C)=O)OCCC(N3)C(F)F 2-chloro-4-((2-(difluoromethyl)-7-methyl-6-oxo-1,2,3,4,6,7-hexahydro-[1,4]oxazepino[2,3-c]quinolin-10-yl)amino)nicotinonitrile